4-oxopyrrolo[1,2-d][1,2,4]triazine O=C1NN=CC=2N1C=CC2